(R)-2-(8-(1-ethylpiperidin-3-yl)-5,6,7,8-tetrahydropyrido[2,3-c]pyridazin-3-yl)-3-methyl-5-(trifluoromethyl)phenol C(C)N1C[C@@H](CCC1)N1CCCC2=C1N=NC(=C2)C2=C(C=C(C=C2C)C(F)(F)F)O